N-((7-(3-cyano-5-fluorophenoxy)-3-oxo-2,3-dihydro-1H-inden-4-yl)(fluoromethyl)λ4-sulfanylidene)methanesulfonamide C(#N)C=1C=C(OC=2C=CC(=C3C(CCC23)=O)S(=NS(=O)(=O)C)CF)C=C(C1)F